B([O-])(O)O.[F-].[Ba+2] barium fluoride borate